C1(=CCCCCC1)C1=NN2C(N(C(=C(C2=O)N2CCN(CC2)C(=O)OC(C)(C)C)CC)CC(NC2=CC=C(C=C2)S(F)(F)(F)(F)F)=O)=C1 tert-butyl 4-(2-(cyclohept-1-en-1-yl)-5-ethyl-7-oxo-4-(2-oxo-2-((4-(pentafluoro-λ6-sulfaneyl)phenyl)amino)ethyl)-4,7-dihydropyrazolo[1,5-a]pyrimidin-6-yl)piperazine-1-carboxylate